FC1(CCC(CC1)(O)C1=NC=CC=C1C)F (R)-(4,4-difluoro-1-hydroxycyclohexyl)(3-methylpyridine)